C(C)(C)(C)OC(=O)N1[C@@H]2[C@H](CCC1)OC1=C2C=CC(=C1)O.C[Si](OCC)(C)C Trimethyl-monoethoxysilan tert-butyl-(4aS,9bS)-7-hydroxy-3,4,4a,9b-tetrahydrobenzofuro[3,2-b]pyridine-1(2H)-carboxylate